C(CCCCCCC\C=C/CCCCCCCC)(=O)C(CNC(CC(=O)O)=O)CC(CCCCCCC\C=C/CCCCCCCC)=O 3-{(2,3-dioleoyl-propyl)amino}-3-oxopropanoic acid